C(C)(C)(C)OC(=O)N1C[C@H]2[C@@H](C1)CN(C2)C2=CC1=C(NC(O1)=O)C=C2 (3aR,6aS)-2-(2-oxo-3H-1,3-benzoxazol-6-yl)-1,3,3a,4,6,6a-hexahydropyrrolo[3,4-c]pyrrole-5-carboxylic acid tert-butyl ester